C1(CC1)C1=C(C(=NO1)C1=C(C=CC=C1F)F)COC1CCN(CC1)C1=CC=C(/C(/N)=N/O)C=C1 (Z)-4-(4-((5-cyclopropyl-3-(2,6-difluorophenyl)isoxazol-4-yl)methoxy)piperidin-1-yl)-N'-hydroxybenzimidamide